N-[4-(3-bromo-5-methyl-4-oxo-4,5,6,7-tetrahydro-1H-pyrrolo[3,2-c]pyridin-2-yl)pyridin-2-yl]-4,4-difluoro-2-(4-fluorophenyl)butanamide BrC1=C(NC2=C1C(N(CC2)C)=O)C2=CC(=NC=C2)NC(C(CC(F)F)C2=CC=C(C=C2)F)=O